2-[4-amino-1-[4-[(2,6-dioxo-3-piperidinyl)amino]-2-fluoro-phenyl]-4-piperidinyl]acetic acid NC1(CCN(CC1)C1=C(C=C(C=C1)NC1C(NC(CC1)=O)=O)F)CC(=O)O